BrC1=CC=C(C=C1)C(C)(C#C)C=1N=C(SC1)NC(=O)NCCO 1-(4-(2-(4-bromophenyl)but-3-yn-2-yl)thiazol-2-yl)-3-(2-hydroxyethyl)urea